1-[[[[(3-amino-2-methylpropyl)amino]carbonyl]oxy]methyl]-1-[2-[(4-chlorophenyl)phenyl-methoxy]ethyl]piperidinium chloride hydrochloride Cl.[Cl-].NCC(CNC(=O)OC[N+]1(CCCCC1)CCOC(C1=CC=CC=C1)C1=CC=C(C=C1)Cl)C